FC(C1=C(C(=CC(=C1)C)OC)B1OC(C(O1)(C)C)(C)C)F 2-(2-(difluoromethyl)-6-methoxy-4-methylphenyl)-4,4,5,5-tetramethyl-1,3,2-dioxaborolane